ClC1=NC(=C2N=C(N(C2=N1)C1=CC=C(C=C1)Cl)C1=C(C=CC=C1)Cl)Cl 2,6-dichloro-8-(2-chlorophenyl)-9-(4-chlorophenyl)-9H-purine